(2S,5R)-tert-butyl 2-((3-chloro-4-fluorophenyl)(methyl)carbamoyl)-5-methylpyrrolidine-1-carboxylate ClC=1C=C(C=CC1F)N(C(=O)[C@H]1N([C@@H](CC1)C)C(=O)OC(C)(C)C)C